3-Heptacosenoic acid C(CC=CCCCCCCCCCCCCCCCCCCCCCCC)(=O)O